C(C1=CC=CC=C1)N1CC2(CC1)CCN(CC2)C(=O)N2CC(C1=NC(=CC=C12)C)(C)C (2-benzyl-2,8-diazaspiro[4.5]decan-8-yl)(3,3,5-trimethyl-2,3-dihydro-1H-pyrrolo[3,2-b]pyridin-1-yl)methanone